1-((3R,4S)-4-((5-(1-(2,2-difluoroethyl)-1H-benzo[d][1,2,3]triazol-6-yl)-4-(methoxy-d3)pyrrolo[2,1-f][1,2,4]triazin-2-yl)amino)-3-fluoropiperidin-1-yl)ethan-1-one FC(CN1N=NC2=C1C=C(C=C2)C=2C=CN1N=C(N=C(C12)OC([2H])([2H])[2H])N[C@@H]1[C@@H](CN(CC1)C(C)=O)F)F